N(=NC(C)(C)C=1N(CC[N+]1C)C)C(C)(C)C=1N(CC[N+]1C)C 2'-[diazene-1,2-diylbis(propane-2,2-diyl)]bis(1,3-dimethyl-4,5-dihydro-1H-imidazol-3-ium)